CC1C(=NOC1=O)C1=CC=C(C=C1)C1=CC=C(C=C1)C 4-methyl-3-(4'-methyl-[1,1'-biphenyl]-4-yl)isoxazol-5(4H)-one